2-[[(1S)-1-(3,6-dimethyl-4-oxo-2-tetrahydropyran-4-yl-quinazolin-8-yl)ethyl]amino]-5-fluoro-N-methoxybenzamide CN1C(=NC2=C(C=C(C=C2C1=O)C)[C@H](C)NC1=C(C(=O)NOC)C=C(C=C1)F)C1CCOCC1